2-(2-((5-cyclopropyl-3-(3,5-divinylbenzene-4-yl)isoxazol-4-yl)methylene)-7-azaspiro[3.5]non-7-yl)-4-fluorobenzo[d]thiazole-6-carboxylic acid C1(CC1)C1=C(C(=NO1)C1=C(C=CC=C1C=C)C=C)C=C1CC2(C1)CCN(CC2)C=2SC1=C(N2)C(=CC(=C1)C(=O)O)F